BrC1=CN=C2C(=NC(=NN21)S(=O)(=O)C)SC 7-bromo-2-(methylsulfonyl)-4-(methylthio)imidazo[2,1-f][1,2,4]triazine